methyl (2S)-2-[[(benzyloxy)carbonyl]amino]-3-[3-iodobicyclo[1.1.1]pentan-1-yl]propanoate C(C1=CC=CC=C1)OC(=O)N[C@H](C(=O)OC)CC12CC(C1)(C2)I